C1(=CC=CC=C1)C1=NOC(=N1)CCN 2-(3-Phenyl-[1,2,4]oxadiazol-5-yl)-ethylamine